N-methylisobutyrimidamide CNC(C(C)C)=N